C1(CC1)S(=O)(=O)N1N=CC(=C1)C1=NC=CC(=N1)NC1=NC=C(C(C1)=O)C#CC=1C=NN(C1)C 2-((2-(1-(cyclopropylsulfonyl)-1H-pyrazol-4-yl)pyrimidin-4-yl)amino)-5-((1-methyl-1H-pyrazol-4-yl)ethynyl)pyridin-4-one